CN(C1=CC=C(CNC=2C(=NC=CC2)C(=O)N2CCN(CC2)CC2=CC=C(C=C2)N(C)C)C=C1)C (3-((4-(dimethylamino)benzyl)amino)pyridin-2-yl)(4-(4-(dimethylamino)benzyl)piperazin-1-yl)methanone